tert-butyl N-[rac-(1S,3R)-3-(aminomethyl)cyclopentyl]carbamate NC[C@H]1C[C@H](CC1)NC(OC(C)(C)C)=O |r|